5-amino-2-(3-vinylbenzyl)-2H-tetrazole NC=1N=NN(N1)CC1=CC(=CC=C1)C=C